1,2-diamino-4-nitrobenzene NC1=C(C=C(C=C1)[N+](=O)[O-])N